O1C(=CC=C1)C1=C(C=C(C=C1)C)N1C(SCC1=O)=N 3-(2-(furan-2-yl)-5-methylphenyl)-2-iminothiazolidin-4-one